CNC(CC(C)O)=O N-methyl-3-hydroxybutyramide